(2S,3S)-4-amino-3-fluoro-2-(4-fluorophenyl)butan-2-ol NC[C@@H]([C@@](C)(O)C1=CC=C(C=C1)F)F